CN(C1=CC=C(C=C1)CCC(=O)NC1=C(C=C(C=C1)F)C(=O)N1CCC(CC1)OC1=NC=CC(=C1)N1CCOCC1)C 3-(4-(dimethylamino)phenyl)-N-(4-fluoro-2-(4-((4-morpholinopyridin-2-yl)oxy)piperidine-1-carbonyl)phenyl)propanamide